(4aR,8aS)-4a,5,6,7,8,8a-hexahydro-4H-pyrido[4,3-b][1,4]oxazin O1[C@@H]2[C@H](NC=C1)CNCC2